COC(=O)C=1C=C2C(=NC1)N(N=C2C2CCN(CC2)C(=O)OC(C)(C)C)COCC[Si](C)(C)C tert-butyl 4-[5-(methoxycarbonyl)-1-{[2-(trimethylsilyl)ethoxy] methyl}pyrazolo[3,4-b]pyridin-3-yl]piperidine-1-carboxylate